8-(1-(2,2-difluoroethyl)-1H-pyrazolo[3,4-b]pyrazin-6-yl)-2-(3-(trifluoromethyl)pyrazin-2-yl)-2,8-diazaspiro[4.5]decane FC(CN1N=CC=2C1=NC(=CN2)N2CCC1(CCN(C1)C1=NC=CN=C1C(F)(F)F)CC2)F